CC1=CC=C(C=C1)NC1=NC(=C(C(=C1[N+](=O)[O-])N)[N+](=O)[O-])NC1=CC=C(C=C1)C 2-N,6-N-Bis(4-methylphenyl)-3,5-dinitropyridine-2,4,6-triamine